N(=C=O)CC1=CC2=C(CC(O2)(C)C)C=C1 6-(isocyanato-methyl)-2,2-dimethyl-2,3-dihydro-1-benzofuran